di(methyl)n-butyl-(isobutoxy)silane C[Si](OCC(C)C)(CCCC)C